4-(1-(dicyclopropylmethyl)-5-(3,5-dimethylisoxazol-4-yl)-2-methyl-1H-pyrrolo[2,3-b]pyridin-3-yl)-3-(trifluoromethoxy)benzoic acid C1(CC1)C(N1C(=C(C=2C1=NC=C(C2)C=2C(=NOC2C)C)C2=C(C=C(C(=O)O)C=C2)OC(F)(F)F)C)C2CC2